N=1C=CN2C1C=C(C=C2)OCC21CCOC(C2)(C1)CNC=1C2=C(N=CC1)NC(=C2)C N-[[5-(Imidazo[1,2-a]pyridin-7-yloxymethyl)-2-oxabicyclo[3.1.1]heptan-1-yl]methyl]-2-methyl-1H-pyrrolo[2,3-b]pyridin-4-amine